5-(5-Methoxy-3,4'-bipyridin-2'-yl)-1H-imidazol-2-amin COC=1C=C(C=NC1)C1=CC(=NC=C1)C1=CN=C(N1)N